tert-butyl 4-(3,5-dichlorophenyl)-4-hydroxy-piperidine-1-carboxylate ClC=1C=C(C=C(C1)Cl)C1(CCN(CC1)C(=O)OC(C)(C)C)O